5-(((S)-1-((R)-3-(4-(5-(difluoromethyl)pyrimidin-2-yl)piperazin-1-yl)-2-hydroxy-3-oxopropoxy)propan-2-yl)oxy)-4-(trifluoromethyl)pyridazin-3(2H)-one FC(C=1C=NC(=NC1)N1CCN(CC1)C([C@@H](COC[C@H](C)OC1=C(C(NN=C1)=O)C(F)(F)F)O)=O)F